Ethyl 3-fluoro-5-[({1-[2-fluoro-4-(trifluoromethyl) phenyl]cyclopropyl}carbonyl) amino]-2-(6-methylpyridin-3-yl)benzoate FC=1C(=C(C(=O)OCC)C=C(C1)NC(=O)C1(CC1)C1=C(C=C(C=C1)C(F)(F)F)F)C=1C=NC(=CC1)C